6-(7,8-Dimethyl-[1,2,4]triazolo[4,3-b]pyridazin-6-yl)-N-(2-fluorophenyl)-5,6,7,8-tetrahydro-1,6-naphthyridin-3-amine CC1=C(C=2N(N=C1N1CC=3C=C(C=NC3CC1)NC1=C(C=CC=C1)F)C=NN2)C